5-Fluoro-1-((4aR,6R,7aS)-2-(3-cyclopentylpropyloxy)-2-oxidotetrahydro-4H-furo[3,2-d][1,3,2]dioxaphosphinin-6-yl)pyrimidine-2,4(1H,3H)-dione FC=1C(NC(N(C1)[C@H]1C[C@@H]2OP(OC[C@H]2O1)(=O)OCCCC1CCCC1)=O)=O